CN(C1(COC1)COC1=C2C(=NC=NC2=CC(=C1)C=1C=NN(C1)C)NC=1C(=C2C=CC=NC2=CC1)F)C 5-((3-(dimethylamino)oxetan-3-yl)methoxy)-N-(5-fluoroquinolin-6-yl)-7-(1-methyl-1H-pyrazol-4-yl)quinazolin-4-amine